C(#N)C=1C=C(C=CC1)C(NCC1=CC(=C(C(=C1)F)F)F)=S 3-cyano-N-(3,4,5-trifluorobenzyl)benzenethioamide